(2S)-2-fluoro-2-[[(2S,5R)-3-methyl-2-(oxazol-2-ylmethyl-carbamoyl)-7-oxo-1,6-diazabicyclo[3.2.1]oct-3-en-6-yl]oxy]acetic acid ethyl ester C(C)OC([C@@H](ON1[C@@H]2C=C([C@H](N(C1=O)C2)C(NCC=2OC=CN2)=O)C)F)=O